(R)-2-(1-((6-(5-chloro-3-((((3,3-difluoropentan-2-yl)oxy)carbonyl)amino)thiophen-2-yl)-2-methylpyridin-3-yl)ethynyl)cyclopropyl)acetic acid ClC1=CC(=C(S1)C1=CC=C(C(=N1)C)C#CC1(CC1)CC(=O)O)NC(=O)O[C@H](C)C(CC)(F)F